2-(2-ethyl-propyl)-4-hydroxy-4-methyl-tetrahydropyrane C(C)C(CC1OCCC(C1)(C)O)C